O(C1=CC=CC=C1)C1=C(C=CC=C1)OC1=CC=CC=C1 1,2-bisphenoxybenzene